NC=1C=2N(C3=CC(=CC=C3N1)C(=O)N1C(COCC1C1=NC=C(C=C1)OC(F)(F)F)C)C=NC2 (4-aminoimidazo[1,5-a]quinoxalin-8-yl)(3-methyl-5-(5-(trifluoromethoxy)pyridin-2-yl)morpholino)methanone